[N+](=O)([O-])C1=CC2=C(CCN(CC2)C2CCOCC2)C=C1 7-Nitro-3-(tetrahydro-2H-pyran-4-yl)-2,3,4,5-tetrahydro-1H-benzo[d]azepine